5-(2-fluoro-5-(6-methoxybenzo[d]oxazole-2-carboxamido)phenyl)-2,5-dimethyl-1,1-dioxo-1,2,4-thiadiazin FC1=C(C=C(C=C1)NC(=O)C=1OC2=C(N1)C=CC(=C2)OC)C2(N=CN(S(C2)(=O)=O)C)C